BrC=1C(=NC(=CC1)OCCO[Si](C)(C)C(C)(C)C)C=O 3-bromo-6-{2-[(tert-butyldimethylsilyl)oxy]ethoxy}pyridine-2-carbaldehyde